2,5,9,9-tetramethyl-3,4,6,7,8,9a-hexahydrobenzo[7]annulene CC=1CCC=2C(C(CCCC2C)(C)C)C1